C1(CC1)CN1N=CC(=C1)C=1C=CC=2N(C1)C(=CN2)C2=CC=CC(=N2)NC2CNCC2(F)F 6-(6-(1-(cyclopropyl-methyl)-1H-pyrazol-4-yl)imidazo[1,2-a]pyridin-3-yl)-N-(4,4-difluoro-pyrrolidin-3-yl)pyridin-2-amine